BrC1=C(C=C(O)C=C1)O 4-Bromoresorcin